FCCCN1C[C@H](CC1)OC1=CC=C(C=C1)C1=C(CCCC2=C1C=CC(=C2)O)C=2C=C1C=CN(C1=CC2)C 5-[4-[(3S)-1-(3-fluoropropyl)pyrrolidin-3-yl]oxyphenyl]-6-(1-methylindol-5-yl)-8,9-dihydro-7H-benzo[7]annulen-2-ol